N-[(1R)-1-[3-(1,1-difluoro-2-hydroxy-ethyl)-2-methyl-phenyl]ethyl]-1-(2-fluorophenyl)-6-oxo-pyridazine-3-carboxamide FC(CO)(F)C=1C(=C(C=CC1)[C@@H](C)NC(=O)C1=NN(C(C=C1)=O)C1=C(C=CC=C1)F)C